2-(6-(2,6-dimethylmorpholino)-2-methylpyridin-3-yl)spiro[3.3]heptane-2,6-diamine CC1OC(CN(C1)C1=CC=C(C(=N1)C)C1(CC2(C1)CC(C2)N)N)C